Cl.C(CCCCCCCCC)C1=CC=C(C=C1)C1=NOC(=N1)CNC(=O)[C@H]1NCCCC1 (S)-N-((3-(4-decylphenyl)-1,2,4-oxadiazol-5-yl)methyl)piperidine-2-carboxamide hydrochloride